1-(4-(2-(2-cyclopropyl-5-fluoropyridin-4-yl)-3-isopropyl-1H-indol-5-yl)piperidin-1-yl)-2-(methylamino)ethanone C1(CC1)C1=NC=C(C(=C1)C=1NC2=CC=C(C=C2C1C(C)C)C1CCN(CC1)C(CNC)=O)F